CCC(=O)N(C1CCN(CC1)CCC2=CC=CC=C2)C3=CC=C(C=C3)F The molecule is the monocarboxylic acid amide resulting from the formal condensation of the aryl amino group of N-(4-fluorophenyl)-1-(2-phenylethyl)piperidin-4-amine with propanoic acid. It is a member of piperidines, an organofluorine compound and a monocarboxylic acid amide.